(3S,6S,7aR,8aS,9aR)-3-(3-(6-methyl-pyridin-2-yl)azetidine-1-carbonyl)-5-oxodeca-hydro-1H-cyclopropa[d]pyrrolo[1,2-a]azocin CC1=CC=CC(=N1)C1CN(C1)C(=O)[C@@H]1CC[C@H]2N1C(CC[C@H]1[C@H](C2)C1)=O